OC1=CC=C(C(=O)C=2C(OC3=C4C2C2=CC=CC=C2C(C4=C(C=C3)OC)=O)=O)C=C1 1-(4-hydroxy-benzoyl)-6-methoxy-naphtho[1,2,3-de]benzopyran-2,7-dione